[K+].P(=O)([O-])([O-])O.[NH4+] ammonium phosphate potassium salt